5-octylthieno[3,4-c]pyrrol-4,6-dione C(CCCCCCC)N1C(C=2C(C1=O)=CSC2)=O